(5S,8S,10aR)-5-{[(Tert-butoxy)carbonyl]amino}-6-oxo-3-(2,2,2-trifluoroethyl)-decahydropyrrolo[1,2-a][1,5]diazocine-8-carboxylic acid C(C)(C)(C)OC(=O)N[C@H]1CN(CC[C@@H]2N(C1=O)[C@@H](CC2)C(=O)O)CC(F)(F)F